COC(=O)C1=C(NC=C(C1=O)C1=CC=C(C=C1)F)C 5-(4-fluorophenyl)-2-methyl-4-oxo-1,4-dihydropyridine-3-carboxylic acid methyl ester